5-amino-4-bromo-1-ethyl-pyrazolo[3,4-b]pyridine-6-carboxamide NC=1C(=C2C(=NC1C(=O)N)N(N=C2)CC)Br